2-{7-[(3R,4S)-3-fluoro-2,2,6,6-tetramethylpiperidin-4-yl]-7H-pyrrolo[2,3-c]pyridazin-3-yl}-5-(1H-1,2,3-triazol-1-yl)phenol F[C@H]1C(NC(C[C@@H]1N1C=CC2=C1N=NC(=C2)C2=C(C=C(C=C2)N2N=NC=C2)O)(C)C)(C)C